4-(3-(azidomethyl)piperidin-1-yl)-2,7-dichloro-8-fluoropyrido[4,3-d]pyrimidine N(=[N+]=[N-])CC1CN(CCC1)C=1C2=C(N=C(N1)Cl)C(=C(N=C2)Cl)F